C(C)(C)(C)OC(=O)N[C@@H](CC(C)C)C(=O)N[C@@H](CCC(N(C)CC1=C(C=C(C=C1)OC)OC)=O)C(=O)OCC Ethyl N2-((tert-butoxycarbonyl)-L-leucyl)-N5-(2,4-dimethoxybenzyl)-N5-methyl-L-glutaminate